2-((1H-pyrrolo[2,3-b]pyridin-5-yl)oxy)-6-(4-((4'-chloro-5,5-dimethyl-3,4,5,6-tetrahydro-[1,1'-biphenyl]-2-yl)methyl)piperazin-1-yl)nicotinic acid N1C=CC=2C1=NC=C(C2)OC2=C(C(=O)O)C=CC(=N2)N2CCN(CC2)CC2=C(CC(CC2)(C)C)C2=CC=C(C=C2)Cl